CN1N=C2C=CC(=CC2=C1)C1=CNC2=NC(=CC=C21)NC2=CC(=CC=C2)N2CCN(CC2)C 3-(2-methyl-2H-indazol-5-yl)-N-(3-(4-methylpiperazin-1-yl)phenyl)-1H-pyrrolo[2,3-b]pyridin-6-amine